BrC1=C(C=C2C(C(NC2=C1)=O)=O)C 6-bromo-5-methyl-1H-indole-2,3-dione